3-(1-oxo-5-((4-(2-(thiophen-2-yl)benzyl)piperazin-1-yl)methyl)isoindolin-2-yl)piperidine-2,6-dione O=C1N(CC2=CC(=CC=C12)CN1CCN(CC1)CC1=C(C=CC=C1)C=1SC=CC1)C1C(NC(CC1)=O)=O